(R)-6-chloro-3-((1-(3,6-dimethyl-2-(4-(2-methyloxazol-5-yl)piperidin-1-yl)-4-oxo-3,4-dihydroquinazolin-8-yl)ethyl)amino)-N-(methylsulfonyl)picolinamide ClC1=CC=C(C(=N1)C(=O)NS(=O)(=O)C)N[C@H](C)C=1C=C(C=C2C(N(C(=NC12)N1CCC(CC1)C1=CN=C(O1)C)C)=O)C